COC=1C=C(C=CC1)N(C1=CC(N(C=2C=CC(=NC12)C#N)C)=O)C 8-((3-methoxyphenyl)(methyl)amino)-5-methyl-6-oxo-5,6-dihydro-1,5-naphthyridine-2-carbonitrile